FC=1C(=NC(=NC1)NC1=CC=C(C(=N1)C)N1C(CC(CC1)NC)=O)C=1C=C(C2=C(N(C(=N2)C)C(C)C)C1)F 1-(6-((5-fluoro-4-(4-fluoro-1-isopropyl-2-methyl-1H-benzo[d]imidazol-6-yl)pyrimidin-2-yl)amino)-2-methylpyridin-3-yl)-4-(methylamino)piperidin-2-one